4-fluoro-N-[4-fluoro-5-(2-morpholin-4-ylpyrimidin-5-yl)-2-[rac-(3R)-3,4-dimethylpiperazin-1-yl]phenyl]-2-(trifluoromethyl)benzamide FC1=CC(=C(C(=O)NC2=C(C=C(C(=C2)C=2C=NC(=NC2)N2CCOCC2)F)N2C[C@H](N(CC2)C)C)C=C1)C(F)(F)F |r|